NC1=C(C(=NN1C1COCCC1)C1=CC=C(C=C1)CNC(C1=C(C=CC=C1)OC)=O)C(=O)N 5-amino-3-[4-[[(2-methoxybenzoyl)amino]methyl]phenyl]-1-tetrahydropyran-3-yl-pyrazole-4-carboxamide